1,3-bis(bicyclo[2.2.1]hept-5-en-2-yl)propane methyl-4-fluoro-5-hydroxy-2-methoxybenzoate COC(C1=C(C=C(C(=C1)O)F)OC)=O.C12C(CC(C=C1)C2)CCCC2C1C=CC(C2)C1